ClC(Cl)(Cl)OC(N(C1=CC(=CC=C1)C(F)(F)F)C=1SC=C(N1)C1=CC(=CC=C1)[N+](=O)[O-])=O (4-(3-nitrophenyl)thiazol-2-yl)(3-(trifluoromethyl)phenyl)carbamic acid trichloromethyl ester